NC1=C(C=C(C=C1)C(C)=O)Cl 1-(4-amino-3-chlorophenyl)ethan-1-one